NC=1C=C(C=CC1OC(F)(F)F)S(=O)(=O)NC1(CNCC1)C1=CC(=C(C=C1)F)C 3-amino-N-(3-(4-fluoro-3-methylphenyl)pyrrolidin-3-yl)-4-(trifluoromethoxy)benzene-sulfonamide